5-((2,5-difluorobenzyl)oxy)-3-(1H-pyrazol-4-yl)pyrazolo[1,5-a]pyrimidine FC1=C(COC2=NC=3N(C=C2)N=CC3C=3C=NNC3)C=C(C=C1)F